ClC=1C=CC(=C(C1)N1CON(CO1)C(C(=O)NC1=CC=2N(C=C1)N=CC2)CC2=CC=CC=C2)N2N=NN=C2 2-(4-(5-chloro-2-(1H-tetrazol-1-yl)phenyl)-2,5-dioxapiperazin-1-yl)-3-phenyl-N-(pyrazolo[1,5-a]pyridin-5-yl)propionamide